pentadecylidenebis(trimethylammonium) C(CCCCCCCCCCCCCC)([N+](C)(C)C)[N+](C)(C)C